5-fluoroisoindole-1,3-dione FC=1C=C2C(NC(C2=CC1)=O)=O